BrC=1C=C(C=C(C1)NS(=O)(=O)C)NC(=O)C1=CN(C(=C1)C1=NC=CC=C1C)C N-(3-bromo-5-(methylsulfonylamino)phenyl)-1-methyl-5-(3-methylpyridin-2-yl)-1H-pyrrole-3-carboxamide